(bis(t-butylperoxy))2,5-dimethyl-2,5-bis(m-toluyl-peroxy)hexane C(C)(C)(C)OOC(C(C(C)(OOC=1C=C(C=CC1)C)C)OOC(C)(C)C)C(C)(OOC=1C=C(C=CC1)C)C